9-(4-[1,1'-Biphenyl]-4-yl-6-chloro-1,3,5-triazin-2-yl)-9H-carbazole C1(=CC=C(C=C1)C1=NC(=NC(=N1)Cl)N1C2=CC=CC=C2C=2C=CC=CC12)C1=CC=CC=C1